C1(=CC=CC=C1)[C@H]1CC[C@H]2N(CCN(C2)C(=O)C2=C(C(=CC=C2)OCC2=CC=NC=C2)Cl)C1 [(7R,9aR)-7-phenyl-1,3,4,6,7,8,9,9a-octahydropyrido[1,2-a]pyrazin-2-yl]-[2-chloro-3-(pyridin-4-ylmethoxy)phenyl]methanone